C(#N)C1(CC1)NS(=O)(=O)C=1C=C2C(=NN(C2=C(C1F)N1CCN(CC1)S(=O)(=O)C(C)C)C)C=1SC(=NN1)C(F)(F)F N-(1-cyanocyclopropyl)-6-fluoro-7-(4-(isopropylsulfonyl)piperazin-1-yl)-1-methyl-3-(5-(trifluoromethyl)-1,3,4-thiadiazol-2-yl)-1H-indazole-5-sulfonamide